N-[4-[2-(3-fluorophenyl)piperazine-1-carbonyl]-3-pyrrolidin-1-ylphenyl]cyclopropanecarboxamide FC=1C=C(C=CC1)C1N(CCNC1)C(=O)C1=C(C=C(C=C1)NC(=O)C1CC1)N1CCCC1